ammonium triiodide [I-](I)I.[NH4+]